FC=1C=C(CN2C(=NC=3C2=NC=CC3)CCC(=O)N[C@H]3[C@H](CC2=CC=CC=C32)O)C=CC1F 3-[3-(3,4-Difluoro-benzyl)-3H-imidazo[4,5-b]pyridin-2-yl]-N-((1R,2S)-2-hydroxy-indan-1-yl)-propionamide